(+)-(S)-ethyl 2-(4-bromo-2-((7-(2-((1,1-dimethylethylsulfinamido)methyl)pyridin-4-yl)benzofuran-5-yl)methoxy)phenyl)acetate BrC1=CC(=C(C=C1)CC(=O)OCC)OCC=1C=C(C2=C(C=CO2)C1)C1=CC(=NC=C1)CN[S@@](=O)C(C)(C)C